4H-Thiophen S1C=CCC1